2,2-dimethyl-ethanesulfonate CC(CS(=O)(=O)[O-])C